(7S)-3-[(1S)-7-Azaspiro[3.5]nonan-1-yl]-2-benzyl-7-methyl-3H,6H,7H,8H,9H-imidazo[4,5-f]chinolin [C@@H]1(CCC12CCNCC2)N2C(=NC1=C3CC[C@@H](NC3=CC=C12)C)CC1=CC=CC=C1